(Z)-1-(4-(difluoromethoxy)phenyl)-N-(3-(1-fluoroprop-1-en-1-yl)phenyl)-3-methyl-5-oxo-4,5-dihydro-1H-pyrazole-4-carboxamide FC(OC1=CC=C(C=C1)N1N=C(C(C1=O)C(=O)NC1=CC(=CC=C1)/C(=C/C)/F)C)F